ClC=1C(=NC(=NC1)NC1=NC(=NC=C1)C)C1=CC=C2CN(C(C2=C1)=O)[C@@H](C(=O)N[C@H](CO)C1=CC(=NC=C1)N(C)C)C (2R)-2-(6-{5-Chloro-2-[(2-methylpyrimidin-4-yl)amino]pyrimidin-4-yl}-1-oxo-2,3-dihydro-1H-isoindol-2-yl)-N-[(1S)-1-[2-(dimethylamino)pyridin-4-yl]-2-hydroxyethyl]propanamid